N-(4-hydroxybenzyl)-4-(3-(pyridin-4-ylmethyl)ureido)benzamide OC1=CC=C(CNC(C2=CC=C(C=C2)NC(=O)NCC2=CC=NC=C2)=O)C=C1